1-(3,5-difluoro-6-amino-2-pyridinyl)-8-chloro-6-fluoro-1,4-dihydro-7-((3S)-3-hydroxypyrrolidinyl)-4-oxo-3-quinolinecarboxylic acid FC=1C(=NC(=C(C1)F)N)N1C=C(C(C2=CC(=C(C(=C12)Cl)N1C[C@H](CC1)O)F)=O)C(=O)O